ClC=1C(=C(C(=CC1)F)C=1C(N(N=C(C1O)C)C)=O)CCC1=CC=C(C=C1)C#N 4-[3-chloro-6-fluoro-2-[2-[4-(cyano)phenyl]ethyl]phenyl]-5-hydroxy-2,6-dimethyl-pyridazin-3-one